N-(2-benzoylphenyl)-2-(4-(tert-butyl)phenoxy)-N-(prop-2-yn-1-yl)acetamide C(C1=CC=CC=C1)(=O)C1=C(C=CC=C1)N(C(COC1=CC=C(C=C1)C(C)(C)C)=O)CC#C